(2R,3S,4S,5R)-3-(3,4-difluoro-2-methylphenyl)-N-(6-((R)-1,2-dihydroxyethyl)pyridin-3-yl)-4,5-dimethyl-5-(trifluoromethyl)tetrahydrofuran-2-carboxamide FC=1C(=C(C=CC1F)[C@H]1[C@@H](O[C@]([C@H]1C)(C(F)(F)F)C)C(=O)NC=1C=NC(=CC1)[C@H](CO)O)C